2-Amino-3-(3-methoxy-2-methylphenyl)-5-(pyridin-4-yl)benzamide NC1=C(C(=O)N)C=C(C=C1C1=C(C(=CC=C1)OC)C)C1=CC=NC=C1